F[C@H]1[C@H]([C@H](NC1=O)COC1=NC=CC2=CC(=C(C=C12)OC)C#N)C 1-{[(2S,3S,4S)-4-fluoro-3-methyl-5-oxopyrrolidin-2-yl]methoxy}-7-methoxyisoquinoline-6-carbonitrile